FC1=C(OCCNCCOC2=C(C=CC(=C2)F)F)C=C(C=C1)F Bis[2-(2,5-difluorophenoxy)ethyl]amine